N-(3-methoxy-4-{[3-(4-{[(1S,4S)-4-{2-oxa-6-azaspiro[3.3]heptan-6-yl}cyclohexyl]amino}-1-(2,2,2-trifluoroethyl)-1H-indol-2-yl)prop-2-yn-1-yl]amino}benzene-sulfonyl)propanamide COC=1C=C(C=CC1NCC#CC=1N(C2=CC=CC(=C2C1)NC1CCC(CC1)N1CC2(COC2)C1)CC(F)(F)F)S(=O)(=O)NC(CC)=O